C1(CC1)N(C(=O)N1[C@H]2[C@H](N(C[C@@H]1CC2)C(N(C2=CC=CC=C2)C2=CC=CC=C2)=O)C(=O)O)CC=2SC=CC2 (1R,2S,5S)-8-(cyclopropyl-(thiophene-2-ylmethyl)carbamoyl)-3-(diphenylcarbamoyl)-3,8-diazabicyclo[3.2.1]octane-2-carboxylic acid